ClC1=C(C=C(C=2CCOC21)[C@@H]2O[C@@H]([C@H]([C@@H]([C@H]2O)O)O)SC)CC2=CC=C(C=C2)OCC (2S,3R,4R,5S,6R)-2-(7-chloro-6-(4-ethoxybenzyl)-2,3-dihydrobenzofuran-4-yl)-6-(methylthio)tetrahydro-2H-pyran-3,4,5-triol